2-bromo-5-aminophenylboronic acid pinacol ester BrC1=C(C=C(C=C1)N)B1OC(C)(C)C(C)(C)O1